COC1=C(C=CC=C1C)O o-Methoxy(Methyl)-phenol